BrC1=NN(C(=N1)C(F)F)C1CC1 3-bromo-1-cyclopropyl-5-(difluoromethyl)-1H-1,2,4-triazole